(R)-aminopropanol N[C@@H](CC)O